NC1C(CN(C12CCCC2)C(=O)C2=NC(=CC=C2)Cl)(F)F (4-amino-3,3-difluoro-1-azaspiro[4.4]nonan-1-yl)(6-chloropyridin-2-yl)methanone